C(C)S(=O)(=O)C1=C(SC2=C1C=CC(=C2)C(F)(F)F)NCC=2C(=CC(=NC2)C(F)(F)F)C(=O)O 5-[[[3-ethylsulfonyl-6-(trifluoromethyl)benzothiophen-2-yl]amino]methyl]-2-(trifluoromethyl)pyridine-4-carboxylic acid